Pyrrolopiperazinone C1C(=O)NC2=C(N1)NC=C2